C(C1=CC=CC=C1)OC(=O)N[C@@H](C(=O)N1CCC(CC1)(C(=O)OC)NC(=O)OC(C)(C)C)CCCCNC(=O)OC(C)(C)C methyl 1-[(2R)-2-{[(benzyloxy)carbonyl] amino}-6-[(tert-butoxycarbonyl)amino]hexanoyl]-4-[(tert-butoxycarbonyl)amino]piperidine-4-carboxylate